C1(=CC(=CC=C1)P(C1CCCCC1)C1CCCCC1)C1=CC=CC=C1 [1,1'-biphenyl]-3-yl-dicyclohexyl-phosphane